Cl.Cl.C(C)(C)(C)OC(=O)N1CCNCCNCC1 1-(tert-Butoxycarbonyl)-1,4,7-Triazacyclononane dihydrochloride